4-(5-cyano-2-methoxyphenyl)-N-(5-(5-(difluoromethyl)-2-methoxybenzoyl)-5,6-dihydro-4H-pyrrolo[3,4-d]thiazol-2-yl)-6-methylnicotinamide C(#N)C=1C=CC(=C(C1)C1=CC(=NC=C1C(=O)NC=1SC2=C(N1)CN(C2)C(C2=C(C=CC(=C2)C(F)F)OC)=O)C)OC